FC=1C=C(C=CC1OC1=C2C(=NC=C1)C=C(S2)C2=NC=C(C=C2)CNCCOC)NC(=O)C=2C(N(C=CC2OC)C2=CC=C(C=C2)F)=O N-(3-fluoro-4-{[2-(5-{[(2-methoxyethyl)amino]methyl}pyridin-2-yl)thieno[3,2-b]pyridine-7-yl]oxy}phenyl)-1-(4-fluorophenyl)-4-methoxy-2-oxo-1,2-dihydropyridine-3-carboxamide